6-bromo-3-isopropyl-2,4-dimethoxybenzaldehyde BrC1=CC(=C(C(=C1C=O)OC)C(C)C)OC